S(=O)(=O)(O)CCCN 3-sulfo-1-propylamine